N1=C(N=CC2=C1COCC2)N 6H,8H-pyrano[3,4-d]pyrimidin-2-amine